FC(C=O)(F)F.CN(C(C#CCN([C@@H](C)C(=O)O)C)=O)C N-(4-(dimethylamino)-4-oxobut-2-yn-1-yl)-N-methyl-L-alanine compound with 2,2,2-trifluoroacetaldehyde